CC1(C(O1)CC/C(=C/CC/C(=C/CC/C(=C/CO)/C)/C)/C)C (2E,6E,10E)-13-(3,3-dimethyloxiran-2-yl)-3,7,11-trimethyltrideca-2,6,10-trien-1-ol